2-(trifluoromethyl)-5-(6-(2-(2-(trifluoromethyl)pyridin-4-yl)-2,6-diazaspiro[3.4]octan-6-yl)pyrazin-2-yl)-1,3,4-thiadiazole FC(C=1SC(=NN1)C1=NC(=CN=C1)N1CC2(CN(C2)C2=CC(=NC=C2)C(F)(F)F)CC1)(F)F